(2R,4R)-1-(((9H-fluoren-9-yl)methoxy)carbonyl)-4-(4-chlorobenzyl)pyrrolidine-2-carboxylic acid C1=CC=CC=2C3=CC=CC=C3C(C12)COC(=O)N1[C@H](C[C@H](C1)CC1=CC=C(C=C1)Cl)C(=O)O